BrC1=CC=C(C(=C1C(=O)O)F)CBr 6-bromo-3-(bromomethyl)-2-fluorobenzoic acid